BrC1=C(C(=CC2=C1N(C(C1(CC1)O2)=O)OCC[Si](C)(C)C)Br)C(=O)C2=C(C=CC(=C2)F)Cl 5,7-dibromo-6-[(2-chloro-5-fluorophenyl)carbonyl]-4-{[2-(trimethylsilyl)ethyl]oxy}-3,4-dihydrospiro[benzo[1,4]oxazin-2,1'-cyclopropane]-3-one